2-(4-chloro-1-isopropyl-1H-pyrazol-5-yl)-4-(3-fluoro-4-(3-methyl-5-(trifluoromethyl)-1H-pyrazol-1-yl)benzyl)-6,7-dihydropyrazolo[1,5-a]pyrimidin-5(4H)-one ClC=1C=NN(C1C1=NN2C(N(C(CC2)=O)CC2=CC(=C(C=C2)N2N=C(C=C2C(F)(F)F)C)F)=C1)C(C)C